N-(1-(6-chloropyridin-2-yl)ethyl)-2-ethoxy-5-isobutyrylaminobenzamide ClC1=CC=CC(=N1)C(C)NC(C1=C(C=CC(=C1)NC(C(C)C)=O)OCC)=O